perfluoro(tributylamine) FC(C(C(C(F)(F)F)(F)F)(F)F)(N(C(C(C(C(F)(F)F)(F)F)(F)F)(F)F)C(C(C(C(F)(F)F)(F)F)(F)F)(F)F)F